(((5-(2-(dodecyloxy)ethyl)-2-hydroxy-1,3-phenylene)bis(methylene))bis(oxy))dimethanol C(CCCCCCCCCCC)OCCC=1C=C(C(=C(C1)COCO)O)COCO